3',5',4'-trihydroxyflavone OC=1C=C(C=2OC3=CC=CC=C3C(C2)=O)C=C(C1O)O